O=C1/C(/CCC12CCN(CC2)C(=O)OC(C)(C)C)=C/C2=C(C=CC=C2)C=2N=CN(C2)C(C2=CC=CC=C2)(C2=CC=CC=C2)C2=CC=CC=C2 tert-butyl (2E)-1-oxo-2-([2-[1-(triphenylmethyl)-1H-imidazol-4-yl]phenyl]methylidene)-8-azaspiro[4.5]decane-8-carboxylate